[(3S)-3-[3-[3-(difluoromethoxy)-4-[[(1R,2S)-2-fluorocyclopropyl]carbamoyl]-5-methoxyphenyl]imidazo[1,2-b]pyridazin-7-yl]oxy-2-methylbutan-2-yl] dihydrogen phosphate P(=O)(OC(C)([C@H](C)OC1=CC=2N(N=C1)C(=CN2)C2=CC(=C(C(=C2)OC)C(N[C@H]2[C@H](C2)F)=O)OC(F)F)C)(O)O